N-(3-Amino-7-chloro-4-(2-chloro-5-fluorophenoxy)-1-methyl-1H-indazol-5-yl)indoline-1-carboxamide NC1=NN(C2=C(C=C(C(=C12)OC1=C(C=CC(=C1)F)Cl)NC(=O)N1CCC2=CC=CC=C12)Cl)C